C(CCCCCCOC=1C=C(C=CC1)CC(=O)O)OC=1C=C(C=CC1)CC(=O)O 2,2'-((heptane-1,7-diylbis(oxy))bis(3,1-phenylene))diacetic acid